2-nitro-4-(trifluoromethyl)-1-(4-(trifluoromethyl)phenoxy)benzene [N+](=O)([O-])C1=C(C=CC(=C1)C(F)(F)F)OC1=CC=C(C=C1)C(F)(F)F